COC=1C=C(C=CC1)C=1OC=C(N1)C(=O)O (3-methoxyphenyl)oxazole-4-carboxylic acid